3-(3-([1,1'-biphenyl]-4-yl)benzo[c]isoxazol-5-yl)-N-((tetrahydro-2H-pyran-2-yl)oxy)acrylamide C1(=CC=C(C=C1)C1=C2C(=NO1)C=CC(=C2)C=CC(=O)NOC2OCCCC2)C2=CC=CC=C2